((5,6,7,8-tetrahydronaphthalen-1-yloxy) ((((2R,3R,4R,5R)-5-(2,4-dioxo-3,4-dihydropyrimidin-1(2H)-yl)-4-fluoro-3-hydroxy-4-methyltetrahydrofuran-2-yl) methoxy) phosphoryl) amino) acetate C(C)(=O)ONP(=O)(OC[C@H]1O[C@H]([C@]([C@@H]1O)(C)F)N1C(NC(C=C1)=O)=O)OC1=CC=CC=2CCCCC12